CC1=C(C2=C(N=CN=C2NC2(CC2)C)O1)C(=O)NC1(COCC1)C 6-methyl-4-[(1-methylcyclopropyl)amino]-N-(3-methyltetrahydrofuran-3-yl)furo[2,3-d]pyrimidine-5-carboxamide